ICC(=O)[O-].[Na+] Sodium Iodoacetate